C(=O)(OC(C)(C)C)N1C[C@@H](CC1)OS(=O)(=O)C (R)-1-BOC-3-methanesulfonyloxypyrrolidine